tert-Butyl 2-(3-methyl-2,6-dioxo-2,3,6,7-tetrahydro-1H-purin-8-yl)propylcarbamate CN1C(NC(C=2NC(=NC12)C(CNC(OC(C)(C)C)=O)C)=O)=O